CC=1N=C(SC1C(=O)OC)C1=NOC(=C1)[Si](C)(C)C methyl 4-methyl-2-(5-(trimethylsilyl)isoxazol-3-yl)thiazole-5-carboxylate